[[(3R)-3-(tert-butoxycarbonylamino)-5-[(4-chlorophenyl)methyl]-8-fluoro-1,1,4-trioxo-2,3-dihydro-1λ6,5-benzothiazepine-7-carbonyl]amino] 2-fluoro-2-methyl-propanoate FC(C(=O)ONC(=O)C=1C(=CC2=C(N(C([C@H](CS2(=O)=O)NC(=O)OC(C)(C)C)=O)CC2=CC=C(C=C2)Cl)C1)F)(C)C